FC(C1=NN=C(S1)C1=NC(=C2N1C=C(C=C2N2C[C@@H](N[C@H](C2)C)C)S(=O)(=O)NC2(COC2)C)[2H])F 3-(5-(difluoromethyl)-1,3,4-thiadiazol-2-yl)-8-((3S,5S)-3,5-dimethylpiperazin-1-yl)-N-(3-methyloxetan-3-yl)imidazo[1,5-a]pyridine-6-sulfonamide-1-d